C(C)(C)(C)OC(NCC1(CC1)C(NC1=NC=NC(=C1)N)=O)=O ((1-((6-aminopyrimidin-4-yl)carbamoyl)cyclopropyl)methyl)carbamic acid tert-butyl ester